CC1CCN(CC1)C1=C(C=C(C=N1)NCC1CCC(CC1)NC(OC(C)(C)C)=O)C(F)(F)F tert-butyl ((1r,4r)-4-(((6-(4-methylpiperidin-1-yl)-5-(trifluoromethyl)pyridin-3-yl)amino)methyl)cyclohexyl)carbamate